C(C)O[C@H](C(=O)[O-])CC1=CC=C(C=C1)OCCN1C(=CC=C1C1=CC=C(C=C1)SC)C.[Mg+2].C(C)O[C@H](C(=O)[O-])CC1=CC=C(C=C1)OCCN1C(=CC=C1C1=CC=C(C=C1)SC)C Magnesium (S)-2-ethoxy-3-(4-(2-(2-methyl-5-(4-(methylthio)phenyl)-1H-pyrrol-1-yl)ethoxy)phenyl)propionate